FC1=C(C=C(C=C1C(F)(F)F)N1N=C2C=NC(=CC2=C1)N1C(CN(CC1)S(=O)(=O)C)C)O 2-Fluoro-5-(5-(2-methyl-4-(methylsulfonyl)piperazin-1-yl)-2H-pyrazolo[3,4-c]pyridine-2-yl)-3-(trifluoromethyl)phenol